P(=O)(OC[C@H]1O[C@@]([C@@H]([C@@H]1O)O)(C#N)C1=CC=C2C(=NC=NN21)N)(OC[C@@H](COCCCCCCCCCCCCCCCCCC)OC=2C=NC(=CC2)C#N)O ((2R,3S,4R,5R)-5-(4-aminopyrrolo[2,1-f][1,2,4]triazin-7-yl)-5-cyano-3,4-dihydroxytetrahydrofuran-2-yl)methyl ((R)-2-((6-cyanopyridin-3-yl)oxy)-3-(octadecyloxy)propyl) hydrogen phosphate